BrC=1C=CC(=NC1OCC(F)(F)F)CN[S@](=O)C(C)(C)C |r| (±)-N-((5-bromo-6-(2,2,2-trifluoroethoxy)pyridin-2-yl)methyl)-2-methylpropane-2-sulfinamide